2,3,4,5,6,7,8,9,10,11,12,13-dodecahydro-1H-cyclopenta[12]annulene C1CCC2=C1CCCCCCCCCC2